BrC1=CC=C(C=C1)C(C(=O)OC(C)(C)C)=[N+]=[N-] tert-Butyl 2-(4-bromophenyl)-2-diazoacetate